1-(4-nitrophenyl)propan-1-one [N+](=O)([O-])C1=CC=C(C=C1)C(CC)=O